BrCC1=CC=C2C=C(N(C2=C1)C(=O)OC(C)(C)C)C(=O)OC 1-tert-butyl 2-methyl 6-(bromomethyl)indole-1,2-dicarboxylate